SSCSS 1,2,4,5-tetrathiapentane